(R)-N-(2-fluoro-4-morpholinophenyl)-5-(piperidin-3-ylamino)pyrazolo[1,5-a]pyrimidine-3-carboxamide FC1=C(C=CC(=C1)N1CCOCC1)NC(=O)C=1C=NN2C1N=C(C=C2)N[C@H]2CNCCC2